CC1=C(C=C(CCC2N(CC2)C(=O)OC(C)(C)C)C=C1)C(NC1(CC1)C1=CC=CC2=CC=CC=C12)=O tert-butyl 2-(4-methyl-3-((1-(naphthalen-1-yl)cyclopropyl)carbamoyl) phenethyl)azetidine-1-carboxylate